4-bromo-1-chloro-2-(4-(2-cyclopropyloxyethoxy)benzyl)benzene BrC1=CC(=C(C=C1)Cl)CC1=CC=C(C=C1)OCCOC1CC1